C1(=CC=CC2=CC=CC=C12)N(C1=CC=C(C=C1)C1=CC=C(N(C2=CC3=CC=CC=C3C=C2)C2=CC=CC3=CC=CC=C23)C=C1)C1=CC2=CC=CC=C2C=C1 N,N'-di-1-naphthyl-N,N'-di-2-naphthylbenzidine